butylimidazolium sulfate S(=O)(=O)([O-])[O-].C(CCC)C=1NC=C[NH+]1.C(CCC)C=1NC=C[NH+]1